CC1=CC=C(C=N1)C(C)(C)N1C[C@@](CC1)(COCC(F)(F)F)CCC1=CC=C(C#N)C=C1 (R)-4-(2-(1-(2-(6-methylpyridin-3-yl)propan-2-yl)-3-((2,2,2-trifluoroethoxy)methyl)pyrrolidin-3-yl)ethyl)benzonitrile